S1(=O)(=O)NC(=O)C2=CC=CC=C12.[Ca].[O].[Pd].[Pt] platinum-palladium oxygen Calcium Saccharine